ClC1=CC2=C(N(C(C(N2C)=O)=O)C2CCN(CC2)C=2SC3=NC=CC=C3N2)N=C1 7-chloro-1-methyl-4-(1-(thiazolo[5,4-b]pyridin-2-yl)piperidin-4-yl)-1,4-dihydropyrido[2,3-b]pyrazine-2,3-dione